C(CCCCCCC\C=C/CCCCCCCC)(=O)O.C(CCCCCCC\C=C/CCCCCCCC)(=O)O.N(CCO)(CCO)CCO triethanolamine dioleate